3-(2-amino-1-(4-oxo-7-(5-(trifluoromethyl)-1H-pyrazol-4-yl)quinazolin-3(4H)-yl)ethyl)benzonitrile NCC(N1C=NC2=CC(=CC=C2C1=O)C=1C=NNC1C(F)(F)F)C=1C=C(C#N)C=CC1